C(#N)C12CC(CC(N1C(=O)OC(C)(C)C)C2)C cis-tert-butyl 1-cyano-3-methyl-6-azabicyclo[3.1.1]heptane-6-carboxylate